hydroxy(pentafluoro)cyclotriphosphazene OP1(=NP(=NP(=N1)(F)F)(F)F)F